1-(4-vinylbenzyl)-5,5'-tetramethylenebis(1H-tetrazole) C(=C)C1=CC=C(CC(CCCC2=NN=NN2)C2=NN=NN2)C=C1